FC(C=1OC(=NN1)C1=NC(=CN=C1)N1CC2(CN(C2)C=2C=NC(=NC2)C(F)(F)F)CC1)(F)F 2-(trifluoromethyl)-5-(6-(2-(2-(trifluoromethyl)pyrimidin-5-yl)-2,6-diazaspiro[3.4]octan-6-yl)pyrazin-2-yl)-1,3,4-oxadiazole